4-chloro-1-[2-(4-methylsulfonylpiperazin-1-yl)propyl]-6-[[2-[6-(2,2,2-trifluoroethyl)quinazolin-4-yl]-2,7-diazaspiro[3.5]nonan-7-yl]methyl]indole-2-carbonitrile ClC1=C2C=C(N(C2=CC(=C1)CN1CCC2(CN(C2)C2=NC=NC3=CC=C(C=C23)CC(F)(F)F)CC1)CC(C)N1CCN(CC1)S(=O)(=O)C)C#N